N-(4-(4-((3-fluorobenzyl)amino)phenyl)-7H-pyrrolo[2,3-d]pyrimidin-2-yl)cyclopropylcarboxamide FC=1C=C(CNC2=CC=C(C=C2)C=2C3=C(N=C(N2)NC(=O)C2CC2)NC=C3)C=CC1